N-(3-cyano-1-cyclopentyl-1H-indol-5-yl)isonicotinamide C(#N)C1=CN(C2=CC=C(C=C12)NC(C1=CC=NC=C1)=O)C1CCCC1